[K+].[K+].[K+].[K+].[K+].P(=O)([O-])([O-])OP(=O)([O-])OP(=O)([O-])[O-] triphosphoric Acid, pentapotassium salt